BrC=1C=C(C=CC1)N1C(CCC1)=O 1-(3-Bromo-phenyl)-pyrrolidine-2-one